O=C1NC(CCC1N1C(C2=C3C(C=CC=C13)=C(C=C2)[C@@H]2CCN(CCC2)C(=O)OC(C)(C)C)=O)=O (4S)-tert-butyl 4-(1-(2,6-dioxopiperidin-3-yl)-2-oxo-1,2-dihydrobenzo[cd]indol-5-yl)azepane-1-carboxylate